(2R,3S,4S)-4-hydroxy-2-[(4-methoxyphenyl) methyl]pyrrolidin-3-yl N-(3-hydroxypropyl)carbamate OCCCNC(O[C@H]1[C@H](NC[C@@H]1O)CC1=CC=C(C=C1)OC)=O